C(CCCCC)(O)=S Hexanethioic acid